C1N(CC12CNC2)C2CCN(CC2)C=2C=NC(=NC2)N2[C@@H](C1=C(NC=3N=NC(=CC31)C3=C(C=CC=C3)O)CC2)C (R)-2-(6-(5-(4-(2,6-diazaspiro[3.3]heptan-2-yl)piperidin-1-yl)pyrimidin-2-yl)-5-methyl-6,7,8,9-tetrahydro-5H-pyrido[3',4':4,5]pyrrolo[2,3-c]pyridazin-3-yl)phenol